CN(C(=O)[C@@H]1C[C@@H](CN1)SC1=C(N2C([C@@H]([C@H]2[C@H]1C)[C@@H](C)NC(C(=O)OCC)=O)=O)C(=O)O)C (4R,5S,6R)-3-((3S,5S)-5-(Dimethylcarbamoyl)pyrrolidin-3-ylthio)-6-((R)-1-(2-ethoxy-2-oxoacetamido)ethyl)-4-methyl-7-oxo-1-azabicyclo[3.2.0]hept-2-ene-2-carboxylic acid